methyl 4-((tert-butyldiphenylsilyl)oxy)cycloheptane-1-carboxylate [Si](C1=CC=CC=C1)(C1=CC=CC=C1)(C(C)(C)C)OC1CCC(CCC1)C(=O)OC